Sulfoquinoxalin S(=O)(=O)(O)C1=NC2=CC=CC=C2N=C1